CCCCCCCC/C=C\CCCCCCCCCC(=O)OC[C@H](COP(=O)([O-])OCC[N+](C)(C)C)O 1-(11Z-eicosenoyl)-glycero-3-phosphocholine